(2-((2-bromobenzo[d]thiazol-6-yl)methyl)pyrazolidin-1-yl)(5-chloro-2-(2H-1,2,3-triazol-2-yl)phenyl)methanone BrC=1SC2=C(N1)C=CC(=C2)CN2N(CCC2)C(=O)C2=C(C=CC(=C2)Cl)N2N=CC=N2